C1(CC(CCCCC1)O)O cyclooctane-1,3-diol